4-[4-(4-fluoro-phenyl)-5-methylsulfanyl-pyrimidin-2-ylamino]-N-(3-morpholin-4-ylmethyl-phenyl)-benzamide FC1=CC=C(C=C1)C1=NC(=NC=C1SC)NC1=CC=C(C(=O)NC2=CC(=CC=C2)CN2CCOCC2)C=C1